3-(cyclopentyloxy)-4-((pyrrolidin-1-ylsulfonyl)carbamoyl)-5-(trifluoromethyl)benzoic acid C1(CCCC1)OC=1C=C(C(=O)O)C=C(C1C(NS(=O)(=O)N1CCCC1)=O)C(F)(F)F